3-ethynyl-1-[(5R)-5-(methoxymethyl)-1-(prop-2-enoyl)pyrrolidin-3-yl]-5-(methylamino)pyrazole-4-carboxamide C(#C)C1=NN(C(=C1C(=O)N)NC)C1CN([C@H](C1)COC)C(C=C)=O